4-(benzofuran-7-yloxy)-2-chlorobenzoyl chloride O1C=CC2=C1C(=CC=C2)OC2=CC(=C(C(=O)Cl)C=C2)Cl